trimethylolpropane tris(3-mercaptobutanoate) SC(CC(=O)O)C.SC(CC(=O)O)C.SC(CC(=O)O)C.C(O)C(CC)(CO)CO